5-chloro-4-[[2-(5-chloro-2-methoxy-phenyl)acetyl]amino]pyridine-2-carboxylic acid ClC=1C(=CC(=NC1)C(=O)O)NC(CC1=C(C=CC(=C1)Cl)OC)=O